COC=1C=CC2=C(SC(=C2)C(C(=C)C2=CC=C(C=C2)C(F)(F)F)=O)C1 1-(6-methoxybenzo[b]thiophen-2-yl)-2-(4-(trifluoromethyl)phenyl)prop-2-en-1-one